P(=O)(OC[C@@H]1C[C@@H](C1)N1C2=NC(=NC(=C2N=C1)OC)N)(OCCSSCCOCC1=CC=CC=C1)OCCSSCCOCC1=CC=CC=C1 (cis-3-(2-amino-6-methoxy-9H-purin-9-yl) cyclobutyl)methyl bis(2-((2-(benzyloxy)ethyl) disulfanyl)ethyl) phosphate